CN1C(C(C2=CC(=CC=C12)Cl)(CS(=O)(=O)N(C)C)C)=O 1,3-dimethyl-3-(N,N-dimethylaminosulfonylmethyl)-2-oxo-5-chloroindole